2-isopropyl-N-(1-(3,4,5-trimethoxyphenyl)-1H-imidazol-4-yl)-4a,7a-dihydrofuro[3,2-d]pyrimidin-4-amine C(C)(C)C=1N=C(C2C(N1)C=CO2)NC=2N=CN(C2)C2=CC(=C(C(=C2)OC)OC)OC